CN1N=CC(=C1C(=O)OC(C)(C)C)B1OC(C(O1)(C)C)(C)C tert-butyl 2-methyl-4-(4,4,5,5-tetramethyl-1,3,2-dioxaborolan-2-yl)pyrazole-3-carboxylate